4-oxoadamantane-1-carboxylic acid O=C1C2CC3(CC(CC1C3)C2)C(=O)O